O[C@H](COC=1C=C(C=CC1)S(=O)(=O)NC)CN[C@H]1COC2(C1)CCN(CC2)S(=O)(=O)C=2C=NC1=C(C=CC=C1C2O)C 3-((S)-2-hydroxy-3-((R)-8-(4-hydroxy-8-methylquinolin-3-ylsulfonyl)-1-oxa-8-azaspiro[4.5]dec-3-ylamino)propoxy)-N-methylbenzenesulfonamide